5-Bromo-2-fluoro-isophthalaldehyde BrC=1C=C(C(=C(C=O)C1)F)C=O